C=C(C)OC1=C(C=CC=C1)C1(CC(CCC1)=O)C=C 3-(2-(prop-1-en-2-yloxy)phenyl)-3-vinylcyclohexan-1-one